3-(pentafluorothio)benzylamine C1=CC(=CC(=C1)S(F)(F)(F)(F)F)CN